di-(trimethylsilyl)amide lithium [Li+].C[Si](C)(C)[N-][Si](C)(C)C